1-((S)-2-(3-((2-(4-methoxypiperidin-1-yl)pyrimidin-4-yl)amino)-8-((3R,4R)-2,2,4-trimethyl-3-((methylsulfonyl)methyl)azetidin-1-yl)isoquinolin-5-yl)azepan-1-yl)prop-2-en-1-one COC1CCN(CC1)C1=NC=CC(=N1)NC=1N=CC2=C(C=CC(=C2C1)[C@H]1N(CCCCC1)C(C=C)=O)N1C([C@@H]([C@H]1C)CS(=O)(=O)C)(C)C